CC=1C=NC(=NC1)C=1C(=NC=CN1)C(C)=O 1-[3-(5-methylpyrimidin-2-yl)pyrazin-2-yl]ethanone